ClC1=C2C(CC(OC2=CC=C1)(C)C)NC(=O)[C@H]1[C@@H](C1)[C@@H](CCOC)N1C(NC(CC1=O)(CC)CC)=N (1R,2R)-N-(5-chloro-2,2-dimethyl-chroman-4-yl)-2-[(1R)-1-(4,4-diethyl-2-imino-6-oxo-hexahydropyrimidin-1-yl)-3-methoxy-propyl]cyclopropanecarboxamide